acetone-HCl Cl.CC(=O)C